NCCCC1=C(C(=NC(=N1)NC1=CC=C(C=C1)OCCOC)N)F (3-aminopropyl)-5-fluoro-N2-(4-(2-methoxyethoxy)phenyl)pyrimidine-2,4-diamine